[4-[(E)-3-(4-Hydroxyphenyl)prop-2-enoyl]phenyl] 2-methylprop-2-enoate CC(C(=O)OC1=CC=C(C=C1)C(\C=C\C1=CC=C(C=C1)O)=O)=C